O1C2=C(OCC1)C=C(C=C2)C2N(CCC2)CC2=CC=C(C=C2)C=2SC=CN2 2-(4-((2-(2,3-dihydrobenzo[b][1,4]dioxin-6-yl)pyrrolidin-1-yl)methyl)phenyl)thiazole